FC(C1CCN(CC1)C1=CC=C(C=C1)NC1CCC(CC1)C(=O)O)(F)F 4-((4-(4-(trifluoromethyl)piperidin-1-yl)phenyl)amino)cyclohexane-1-carboxylic acid